N-[3-chloro-4-[[3-[[2-(dimethylamino)acetyl]amino]cyclobutyl]carbamoyl]phenyl]-5-[6-(dimethylamino)-2,5-difluoro-3-pyridyl]-1-methyl-imidazole-2-carboxamide ClC=1C=C(C=CC1C(NC1CC(C1)NC(CN(C)C)=O)=O)NC(=O)C=1N(C(=CN1)C=1C(=NC(=C(C1)F)N(C)C)F)C